BrC1=C(SC=C1)COCCO 2-((3-bromothiophen-2-yl)methoxy)ethan-1-ol